2-(chloromethyl)-4'-bromo-5-methyl-1,1'-biphenyl ClCC1=C(C=C(C=C1)C)C1=CC=C(C=C1)Br